N,N,N-trimethyl-methanaminium C[N+](C)(C)C